F[C@H](C1(COC1)C=1C=C(C=CC1)N1C(C2=CC(=CC(=C2C1)C(F)(F)F)CN1CC(C1)(COC)O)=O)C1=NN=CN1C (R)-2-(3-(3-(fluoro(4-methyl-4H-1,2,4-triazol-3-yl)methyl)oxetan-3-yl)phenyl)-6-((3-hydroxy-3-(methoxymethyl)azetidin-1-yl)methyl)-4-(trifluoromethyl)isoindolin-1-one